5'-Bromo-4'-chloro-1',2'-dihydrospiro[cyclohexane-1,3'-pyrrolo[2,3-b]pyridine] BrC=1C(=C2C(=NC1)NCC21CCCCC1)Cl